CC1=CC=C(C=C1)S(=O)(=O)N 4-methylbenzene-1-sulfonamide